COC1=C(C=CC(=C1OC)OC)C=CC(=O)N 3-(2,3,4-trimethoxyphenyl)acrylamide